C1(CC1)NC(=O)C=1C(=CC2=C(OC[C@@H](N2C(=O)OC(C)(C)C)C)N1)CC1=CC=C(C=C1)F tert-butyl (S)-6-(cyclopropylcarbamoyl)-7-(4-fluorobenzyl)-2-methyl-2,3-dihydro-1H-pyrido[2,3-b][1,4]oxazine-1-carboxylate